BrC=1C(=C2C(=NC1)NC[C@]21C[C@H](CC1)O)Cl |r| (1RS,3SR)-5'-Bromo-4'-chloro-1',2'-dihydrospiro[cyclopentane-1,3'-pyrrolo[2,3-b]pyridin]-3-ol